CN1N=C(C=C1C)NC1=NC=C(C(=N1)C1=CNC2=C(C=CC=C12)NC(CN1CCC(CC1)OC1=NC(=CC(=N1)C)C)=O)C N-(3-(2-((1,5-dimethyl-1H-pyrazol-3-yl)amino)-5-methylpyrimidin-4-yl)-1H-indol-7-yl)-2-(4-((4,6-dimethylpyrimidin-2-yl)oxy)piperidin-1-yl)acetamide